C(C)(C)(C)NC(=O)C1=NC(=NO1)C=1C=CC2=C(N(C([C@H](CS2(=O)=O)NC(OC(C)(C)C)=O)=O)CC2=CC=C(C=C2)OC(F)(F)F)C1 tert-butyl N-[(3R)-7-[5-(tert-butylcarbamoyl)-1,2,4-oxadiazol-3-yl]-1,1,4-trioxo-5-[[4-(trifluoromethoxy)phenyl]methyl]-2,3-dihydro-1λ6,5-benzothiazepin-3-yl]carbamate